NC=1N=C(SC1C(=O)C1=CC=C(C(=O)NC[C@H](C)O)C=C1)N(C1=CC=C(C=C1)F)C(C(=O)N)C 4-[4-amino-2-(N-(2-amino-1-methyl-2-oxo-ethyl)-4-fluoro-anilino)thiazole-5-carbonyl]-N-[(2S)-2-hydroxypropyl]benzamide